1,3-dihydroisobenzofuran-5-amine C1OCC2=CC(=CC=C12)N